C1(CC1)C1=NC=NC(=C1C=1N=C(C2=C(N1)OCC2)OCC=2C=NC(=C(C2)F)C=2N(C=C(N2)C(F)(F)F)C2CC2)OC 2-(4-cyclopropyl-6-methoxy-pyrimidin-5-yl)-4-[[6-[1-cyclopropyl-4-(trifluoromethyl)imidazol-2-yl]-5-fluoro-3-pyridyl]methoxy]-5,6-dihydrofuro[2,3-d]pyrimidine